C=1CC=C2C(CCCC12)=O 2,5,6,7-tetrahydroinden-4-one